(S)-(3-(2-((3-Hydroxy-3-methylbutan-2-yl)amino)-5-(trifluoromethyl)pyrimidin-4-yl)-1H-Indol-7-yl)dimethylphosphine oxide OC([C@H](C)NC1=NC=C(C(=N1)C1=CNC2=C(C=CC=C12)P(C)(C)=O)C(F)(F)F)(C)C